C(C)(C)(C)OOC(C)(C)C di(t-butyl) peroxide